O=C1NC2=CC=CC=C2C(N1CC(=O)NC(C)C1=CC(=CC=C1)F)=O 2-(2,4-dioxo-1,4-dihydroquinazolin-3(2H)-yl)-N-(1-(3-fluorophenyl)ethyl)acetamide